OC=1C(=NC(=CC1)C)C=1C=NC=CC1 hydroxy-6-methyl-[2,3'-bipyridin]